1-((1R,5S,6r)-3-propionyl-3-azabicyclo[3.1.0]hexan-6-yl)-3-(4-(trifluoromethoxy)phenyl)urea C(CC)(=O)N1C[C@@H]2C([C@@H]2C1)NC(=O)NC1=CC=C(C=C1)OC(F)(F)F